C(CCCCCCCCCCCCCC)(=O)N1CCN(CC1)C(=O)OC(C)(C)C tert-butyl 4-pentadecanoylpiperazine-1-carboxylate